6-(3,4,5-trihydroxyphenyl)-2-methyl-1-hexene OC=1C=C(C=C(C1O)O)CCCCC(=C)C